8-Bromo-3-chloroisoquinoline BrC=1C=CC=C2C=C(N=CC12)Cl